O1CCN2C(CCC3CCCCC231)=O 3,6,7,7a,8,9,10,11-octahydro-2H-oxazolo[2,3-j]quinolin-5-one